C(C)N(C\C=C/C1=C(C=CC=C1)S(=O)(=O)NC1=CC=C2[C@H]3[C@@H](COC2=C1C(=O)O)C3)CC (1aS,7bR)-5-[2-((Z)-3-diethylaminoprop-1-enyl)benzenesulfonylamino]-1,1a,2,7b-tetrahydrocyclopropa[c]chromene-4-carboxylic acid